3-((5-methyl-4-nitro-1-(2-(trifluoromethyl)pyridin-3-yl)-1H-pyrazol-3-yl)oxy)propan-1-ol CC1=C(C(=NN1C=1C(=NC=CC1)C(F)(F)F)OCCCO)[N+](=O)[O-]